CN1C(=CC=C(C1=O)C(NC)=O)N1CCN(CC1)C(=O)OC(C)(C)C tert-butyl 4-(1-methyl-5-(methylcarbamoyl)-6-oxo-1,6-dihydropyridin-2-yl)piperazine-1-carboxylate